C12N(CC(CC1)CC2)C2=CC1=C(N=C(N=C1N[C@H](C)C1=C(C(=CC=C1)C(F)(F)F)F)C)C=N2 6-((1S,4S)-2-azabicyclo[2.2.2]octan-2-yl)-N-((R)-1-(2-fluoro-3-(trifluoromethyl)phenyl)ethyl)-2-methylpyrido[3,4-d]pyrimidin-4-amine